((2-(((3S,6S,9aS)-3-(3-(5,6-dihydro-2H-pyran-3-yl)azetidine-1-carbonyl)-5-oxooctahydro-1H-pyrrolo[1,2-a]azepin-6-yl)carbamoyl)benzo[b]thiophen-5-yl)methyl)phosphonic acid O1CC(=CCC1)C1CN(C1)C(=O)[C@@H]1CC[C@H]2N1C([C@H](CCC2)NC(=O)C2=CC1=C(S2)C=CC(=C1)CP(O)(O)=O)=O